3-bromo-1-(5-bromo-3-chloropyridin-2-yl)-4,5-dihydro-1H-pyrazole BrC1=NN(CC1)C1=NC=C(C=C1Cl)Br